N-Benzyl-2'-(4,5-dimethyl-1H-imidazol-2-yl)-N-methyl-3,4'-bipyridine-5-carboxamide trifluoroacetate FC(C(=O)O)(F)F.C(C1=CC=CC=C1)N(C(=O)C=1C=C(C=NC1)C1=CC(=NC=C1)C=1NC(=C(N1)C)C)C